C(C)C=1C=CC(=NC1)C(=O)[O-] 5-ethyl-2-picolinate